nitrogen oxide carbon [C].[N]=O